COC1=CC=C(C=C1)C(CNCC(=O)NC)C1=CC=CC=C1 2-[[2-(4-methoxyphenyl)-2-phenyl-ethyl]amino]-N-methyl-acetamide